FC(C1=NC(=NO1)C1=CC=C(C=C1)C=1C(NOC1)=O)(F)F [4-[5-(trifluoromethyl)-1,2,4-oxadiazol-3-yl]phenyl]isoxazol-3-one